(R)-2-allyl-6-((4-(4-(aminomethyl)piperidin-1-yl)phenyl)amino)-1-(7-ethyl-7-hydroxy-6,7-dihydro-5H-cyclopenta[b]pyridin-2-yl)-1,2-dihydro-3H-pyrazolo[3,4-d]pyrimidin-3-one C(C=C)N1N(C2=NC(=NC=C2C1=O)NC1=CC=C(C=C1)N1CCC(CC1)CN)C1=CC=C2C(=N1)[C@@](CC2)(O)CC